FC(F)(F)C=1C=CC=2C=C3CCC(CN3C2N1)C#N (trifluoromethyl)-6,7,8,9-tetrahydropyrido[3,2-b]indolizine-8-carbonitrile